3-hexyloxy-N,N-dipropylpropanamide C(CCCCC)OCCC(=O)N(CCC)CCC